C1(CC1)C1=NN(C=N1)C1CC2(CN(C2)C(=O)N2CC3(C2)CCN(CC3)CC=3C=NC(=CC3)C(F)(F)F)C1 [6-(3-cyclopropyl-1,2,4-triazol-1-yl)-2-azaspiro[3.3]heptan-2-yl]-[7-[[6-(trifluoromethyl)-3-pyridinyl]methyl]-2,7-diazaspiro[3.5]nonan-2-yl]methanone